C1(CCC1)[Bi](C1CCC1)(C1CCC1)(C1CCC1)N[Bi](C1CCC1)(C1CCC1)(C1CCC1)C1CCC1 bis(tetracyclobutyl-λ5-bismuthanyl)amine